C1(CCCCC1)C(=O)N1C2CN(CC1C2)C=2SC(=CN2)C=2OC(=NN2)C(F)F Cyclohexyl(3-(5-(5-(difluoromethyl)-1,3,4-oxadiazol-2-yl)thiazol-2-yl)-3,6-diazabicyclo[3.1.1]heptan-6-yl)methanone